NC1=NN2C(C=CC3=C2CCC3)=C1C#N 2-amino-7,8-dihydro-6H-cyclopenta[e]pyrazolo[1,5-a]pyridine-3-carbonitrile